FC(C(=O)C1=CC=CC=C1)(Br)F difluorobromoacetophenone